1-(3-(6-(3-hydroxynaphthalen-1-yl)-1H-indol-1-yl)piperidin-1-yl)prop-2-en-1-one OC=1C=C(C2=CC=CC=C2C1)C1=CC=C2C=CN(C2=C1)C1CN(CCC1)C(C=C)=O